OC1(CN(CC1)C1=C(C=C(C=C1)C(F)(F)F)NS(=O)(=O)C=1C=C(C(=O)O)C=CC1OC)C 3-(N-(2-(3-hydroxy-3-methylpyrrolidin-1-yl)-5-(trifluoromethyl)phenyl)sulfamoyl)-4-methoxybenzoic acid